BrC1=C(C2=C(N=CN=C2N)O1)C1=CC(=C(C=C1)OC1=NC=CC(=N1)C)F 6-bromo-5-{3-fluoro-4-[(4-methylpyrimidin-2-yl)oxy]phenyl}furo[2,3-d]pyrimidin-4-amine